FC=1C=C(COC(=O)C=2N=CNC2)C=C(C1F)F 3,4,5-trifluorobenzyl-1H-imidazole-4-carboxylate